2,5-dimethoxy-4-isobutylphenyl-ethylamine COC1=C(C=C(C(=C1)CC(C)C)OC)NCC